L-N-methylleucine CN[C@@H](CC(C)C)C(=O)O